4-(1,3-dimethylpyrazol-4-yl)-N-[(1R,3S)-3-([1,2,4]triazolo[4,3-a]pyridin-3-yl)cyclohexyl]-5-(trifluoromethyl)pyrimidin-2-amine CN1N=C(C(=C1)C1=NC(=NC=C1C(F)(F)F)N[C@H]1C[C@H](CCC1)C1=NN=C2N1C=CC=C2)C